C1(=CC=CC=C1)N1CCC2(CC2)CC1 6-phenyl-6-azaspiro[2.5]octane